FC=1C(=NC(=NC1)NC1=CC=C(C=C1)N1CCN(CC1)C)C=1C=NN(C1)C(C)C 5-fluoro-N-(4-(4-methylpiperazin-1-yl)phenyl)-4-(1-isopropyl-1H-pyrazol-4-yl)pyrimidin-2-amine